C1=C(C=CC=2SC3=CC(=CC=C3SC12)S)S thianthrene-2,7-dithiol